Cl.COCCOC=1C=C(C(=O)NC=2SC=C(N2)C(C)(C)C2=CC=C(C=C2)OC)C=CC1N1CCNCC1 3-(2-methoxyethoxy)-N-(4-(2-(4-methoxyphenyl)propan-2-yl)thiazol-2-yl)-4-(piperazin-1-yl)benzamide hydrochloride